C(C)(C)(C)OC(=O)N(C1=NN2C(N=CC(=C2)N2CCC2)=C1)C(=O)OC(C)(C)C N,N-di-(t-butoxycarbonyl)-6-(azetidin-1-yl)pyrazolo[1,5-a]pyrimidin-2-amine